(5'S,7a'R)-5'-(3,5-difluorophenyl)-1-(phenylsulfonyl)tetrahydro-3'H-spiro[piperidine-4,2'-pyrrolo[2,1-b]oxazol]-3'-one FC=1C=C(C=C(C1)F)[C@@H]1CC[C@H]2OC3(C(N21)=O)CCN(CC3)S(=O)(=O)C3=CC=CC=C3